C(=O)(O)[C@@H](O)[C@H](O)C(=O)O.FC=1C=CC(=NC1)[C@@]1(CCOC2(C1)CCOCC2)CCNC2CC1=CC=CC=C1C2 (R)-N-(2-(4-(5-fluoropyridin-2-yl)-1,9-dioxaspiro[5.5]undecan-4-yl)ethyl)-2,3-dihydro-1H-inden-2-amine D-tartrate